4-(2-(4-(5-chloro-2-(1H-tetrazol-1-yl)phenyl)-2,5-dioxapiperazin-1-yl)-3-phenylpropionamido)benzoic acid tert-butyl ester C(C)(C)(C)OC(C1=CC=C(C=C1)NC(C(CC1=CC=CC=C1)N1OCN(OC1)C1=C(C=CC(=C1)Cl)N1N=NN=C1)=O)=O